FC(OC1=CC=C(C=C1)C1=CN=C2N1C=CN=C2NC2=CC(=C(C(=O)N1CCN(CC1)CC(=O)N1CCCC1)C=C2)C)F 2-[4-[4-[[3-[4-(difluoromethoxy)phenyl]imidazo[1,2-a]pyrazin-8-yl]amino]-2-methylbenzoyl]piperazin-1-yl]-1-pyrrolidin-1-ylethanone